[6-(3-cyclopropyl-1H-pyrazol-5-yl)-2-azaspiro[3.3]heptan-2-yl]-[6-[[5-(difluoromethyl)thiazol-2-yl]methyl]-2,6-diazaspiro[3.3]heptan-2-yl]methanone C1(CC1)C1=NNC(=C1)C1CC2(CN(C2)C(=O)N2CC3(C2)CN(C3)CC=3SC(=CN3)C(F)F)C1